3-(2-(2-(2-(2-amino-2-oxoethoxy)ethoxy)acetylamino)phenyl)imidazolidine NC(COCCOCC(=O)NC1=C(C=CC=C1)N1CNCC1)=O